O1C=CC2=C1C=CC(=C2)C=2C=C1CCN(CC1=CC2)C(=O)NC2=CNC1=CC=C(C=C21)Cl 6-(benzofuran-5-yl)-N-(5-chloro-1H-indol-3-yl)-3,4-dihydroisoquinoline-2(1H)-carboxamide